N-[3-(p-toluenesulfonyloxy)phenyl]-N'-[3-(p-ethylbenzenesulfonyloxy)phenyl]urea CC1=CC=C(C=C1)S(=O)(=O)OC=1C=C(C=CC1)NC(=O)NC1=CC(=CC=C1)OS(=O)(=O)C1=CC=C(C=C1)CC